C1(C(CC2C(C1)O2)C(=O)OCC2CO2)C(=O)OCC2CO2 diglycidyl 4,5-epoxycyclohexane-1,2-dicarboxylate